methyl 5-{[(tert-butoxy)carbonyl](4-nitropyridin-2-yl)amino}-3-(1-methylpiperidin-4-yl)thiophene-2-carboxylate C(C)(C)(C)OC(=O)N(C1=CC(=C(S1)C(=O)OC)C1CCN(CC1)C)C1=NC=CC(=C1)[N+](=O)[O-]